FC1=CC=C(C(=O)NC(C)C2=NC=3CCCN(C3C=C2)C=2C=NC=CC2)C=C1 4-fluoro-N-{1-[5-(pyridin-3-yl)-5,6,7,8-tetrahydro-1,5-naphthyridin-2-yl]ethyl}benzamide